CC1(CCCCC1)CO (1-methylcyclohexyl)methanol